tert-butyl 4-[(2S)-2-[(7-pyridin-3-ylthieno[3,2-d]pyrimidin-4-yl)amino]propyl]piperazine-1-carboxylate N1=CC(=CC=C1)C1=CSC2=C1N=CN=C2N[C@H](CN2CCN(CC2)C(=O)OC(C)(C)C)C